C(=C)C1=CC=C(C=C1)NC(C)=O N-(4-vinylphenyl)-acetamide